C(C)OC(CCCCCCCN1CCC(CC1)NC(=O)OC(C)(C)C)=O 8-(4-((tert-Butoxycarbonyl)amino)piperidin-1-yl)octanoic acid ethyl ester